tert-butyl 2-((4-(1-(1-((2-chloro-4-(trifluoromethyl)phenyl) carbamoyl)cyclobutyl)-1H-pyrazol-4-yl) piperidin-1-yl)methyl)-7-azaspiro[3.5]nonane-7-carboxylate ClC1=C(C=CC(=C1)C(F)(F)F)NC(=O)C1(CCC1)N1N=CC(=C1)C1CCN(CC1)CC1CC2(C1)CCN(CC2)C(=O)OC(C)(C)C